7-((2,5-difluorobenzyl)(methyl)amino)-4-(trifluoromethyl)-2H-benzopyran-2-one FC1=C(CN(C2=CC3=C(C(=CC(O3)=O)C(F)(F)F)C=C2)C)C=C(C=C1)F